CNCCCOC1=CC=CC=C1 N-methyl-3-phenoxypropan-1-amine